N=1NC(C=CC1)=O Pyridazone